ClC1=NC(=CC=C1C(=O)N1C(CN(CC1)C)C1=CC=CC=C1)Cl (2,6-dichloropyridin-3-yl)-(4-methyl-2-phenylpiperazin-1-yl)methanone